(R)-6-oxo-4-(((trifluoromethyl)sulfonyl)oxy)-3,6-dihydropyridine-1,2(2H)-dicarboxylic acid di-tert-butyl ester C(C)(C)(C)OC(=O)N1[C@H](CC(=CC1=O)OS(=O)(=O)C(F)(F)F)C(=O)OC(C)(C)C